N1CC(C1)N(C=1C=CC(=C(C(=O)N[C@H](C)C2=NC=CC3=CC=CC=C23)C1)C)C (R)-5-(azetidin-3-yl(methyl)amino)-N-(1-(isoquinolin-1-yl)ethyl)-2-methylbenzamide